C(CCC)N(C(=O)OCC1=C(N=NN1C)C1=CC=C(C(=N1)C1COC1)O[C@@H]1C[C@H](CCC1)C(=O)O)C (1S,3S)-3-((6-(5-(((butyl(methyl)carbamoyl)oxy)methyl)-1-methyl-1H-1,2,3-triazol-4-yl)-2-(oxetan-3-yl)pyridin-3-yl)oxy)cyclohexane-1-carboxylic acid